NC=1C=C(CCN2C(OC(=C2)C)C=2C(=NN(C2)C2=CC=C(C=C2)Br)C2=CC=C(C=C2)F)C=CC1 3-(3-Aminophenethyl)-2-(1-(4-bromophenyl)-3-(4-fluorophenyl)-1H-pyrazol-4-yl)-5-methyloxazole